The molecule is a 3-hydroxy fatty acyl-CoA(4-) arising from deprotonation of the phosphate and diphosphate groups of 3-hydroxyoctadecanoyl-CoA; major species at pH 7.3. It is a 3-hydroxy fatty acyl-CoA(4-) and an 11,12-saturated fatty acyl-CoA(4-). It is a conjugate base of a 3-hydroxyoctadecanoyl-CoA. CCCCCCCCCCCCCCCC(CC(=O)SCCNC(=O)CCNC(=O)[C@@H](C(C)(C)COP(=O)([O-])OP(=O)([O-])OC[C@@H]1[C@H]([C@H]([C@@H](O1)N2C=NC3=C(N=CN=C32)N)O)OP(=O)([O-])[O-])O)O